COCN1C=C([C@H]2[C@H](O)[C@H](O)[C@@H](CO)O2)C(NC1=O)=O 1-methoxymethyl-pseudouridine